N-(dichlorofluoromethylthio)-N-(dimethylaminosulfonyl)aniline tert-butyl-(2R)-2-(2-(benzyloxy)-1-hydroxy-2-oxoethyl)morpholine-4-carboxylate C(C)(C)(C)OC(=O)N1C[C@@H](OCC1)C(C(=O)OCC1=CC=CC=C1)O.ClC(SN(C1=CC=CC=C1)S(=O)(=O)N(C)C)(F)Cl